racemic-4-(1-((3-hydroxypropyl)amino)ethyl)-2,7-naphthyridin-1(2H)-one OCCCN[C@H](C)C1=CNC(C2=CN=CC=C12)=O |r|